CC1=C(C(=CC=C1)C)C=1N=C(OC1C1=CC=CC=C1)C1=CC=CC=C1 4-(2,6-dimethylphenyl)-2,5-diphenyloxazole